ClC1=C(C=CC=C1)N1C=NN(C1=O)CSC1=CC(=C(OCC(=O)O)C=C1)C 2-(4-(((4-(2-chlorophenyl)-5-oxo-4,5-dihydro-1H-1,2,4-triazol-1-yl)methyl)thio)-2-methylphenoxy)acetic acid